C(C1=CC=CC=C1)OC=1C=C(C(=C(C1)C#C[Si](C)(C)C)I)Br ((5-(benzyloxy)-3-bromo-2-iodophenyl)ethynyl)trimethylsilane